1-ethylcyclobutane-carboxylic acid C(C)C1(CCC1)C(=O)O